C(#C)C1=C(C=CC2=CC(=C(C=C12)F)F)N ethynyl-6,7-difluoronaphthalen-2-amine